C1(CC1)CS(=O)(=O)NCC1=CC(=C(C=C1)C1=NOC(=N1)C(F)(F)F)F 1-cyclopropyl-N-[[3-fluoro-4-[5-(trifluoromethyl)-1,2,4-oxadiazol-3-yl]phenyl]methyl]methanesulfonamide